(E)-5-(trifluoromethyl)pyrazole-3-carboxamide FC(C1=CC(=NN1)C(=O)N)(F)F